N1=CC=C(C2=CC=CC=C12)C(=O)NCC(=O)N1C(CCC1)C#N (4-Quinolinoyl)Glycyl-2-Cyanopyrrolidine